Cl.N[C@H](C(=O)N1[C@@H](C[C@H](C1)O)C(=O)NCC1=CC=C(C=C1)C1=C(N=CS1)C)C(C)(C)C (2S,4R)-1-[(2S)-2-amino-3,3-dimethylbutanoyl]-4-hydroxy-N-{[4-(4-methyl-1,3-thiazol-5-yl)phenyl]methyl}pyrrolidine-2-carboxamide hydrochloride